bis((R)-2,5,7,8-Tetramethyl-2-((4R,8R)-4,8,12-trimethyltridecyl)chroman-6-yl) 2-((4-(dimethylamino)butanoyl)oxy)malonate CN(CCCC(=O)OC(C(=O)OC=1C(=C2CC[C@](OC2=C(C1C)C)(CCC[C@@H](CCC[C@@H](CCCC(C)C)C)C)C)C)C(=O)OC=1C(=C2CC[C@](OC2=C(C1C)C)(CCC[C@@H](CCC[C@@H](CCCC(C)C)C)C)C)C)C